COC=1C=C2C(=NC=NC2=CC1OC1CCN(CC1)C)C1=CC=C(C=C1)NC(CC1=CC=C(C=C1)C(F)(F)F)=O N-(4-(6-methoxy-7-((1-methylpiperidin-4-yl)oxy)quinazoline-4-yl)phenyl)-2-(4-(trifluoromethyl)phenyl)acetamide